Dimethyl 4-carboxypyridine-2,6-dicarboxylate C(=O)(O)C1=CC(=NC(=C1)C(=O)OC)C(=O)OC